C(#C)C1=CC=C(CN2C3CN(CC2C3)C3=CC=C(C=N3)C=3C=2N(C=C(C3)OCC(C)(C)O)N=CC2C#N)C=C1 4-(6-(6-(4-ethynylbenzyl)-3,6-diazabicyclo[3.1.1]heptan-3-yl)pyridin-3-yl)-6-(2-hydroxy-2-methylpropyloxy)pyrazolo[1,5-a]pyridine-3-carbonitrile